2-(3,3a,4,5,6,6a-Hexahydro-2H-cyclopenta[b]pyrrol-1-yl)-N-[(6-amino-2-pyridyl)sulfonyl]-6-(3-fluoro-5-isobutoxyphenyl)pyridin-3-carboxamid N1(C2C(CC1)CCC2)C2=NC(=CC=C2C(=O)NS(=O)(=O)C2=NC(=CC=C2)N)C2=CC(=CC(=C2)OCC(C)C)F